C(C)S(=O)(=O)C1=C(N=C2N1C=CC(=C2)C2(CC2)C#N)C=2OC1=C(N2)C=C(C=C1)SC(F)(F)F 1-[3-(ethylsulfonyl)-2-{5-[(trifluoromethyl)thio]-1,3-benzoxazol-2-yl}imidazo-[1,2-a]pyridin-7-yl]cyclopropanecarbonitrile